NC1=NC=CN=C1CC1CC1 2-amino(cyclopropylmethyl)pyrazine